trans-4-((4-(2-Cyclopropyloxazol-4-yl)pyridin-2-yl)((trans-4-(5-methoxy-6-methylpyridin-2-yl)cyclohexyl)methyl)carbamoyl)cyclohexyl (1-hydroxy propan-2-yl)carbamate OCC(C)NC(O[C@@H]1CC[C@H](CC1)C(N(C[C@@H]1CC[C@H](CC1)C1=NC(=C(C=C1)OC)C)C1=NC=CC(=C1)C=1N=C(OC1)C1CC1)=O)=O